COC(=O)C=1C=CC2=C(N(C(=N2)C(C)N2CCN(CC2)C2=NC(=CC=C2)OCC2=C(C=C(C=C2)Cl)F)C[C@H]2OCC2)C1 2-(1-(4-(6-((4-chloro-2-fluorobenzyl)oxy)pyridine-2-yl)piperazin-1-yl)ethyl)-1-(((S)-oxetan-2-yl)methyl)-1H-benzo[d]imidazole-6-carboxylic acid Methyl ester